OC[C@@H]1N(C[C@@H]([C@H]([C@@H]1O)O)O)C[C@@H]1CN(CC1)C=1SC=C(N1)C(F)(F)F (2S,3R,4R,5S)-2-(hydroxymethyl)-1-(((R)-1-(4-(trifluoromethyl)thiazol-2-yl)pyrrolidin-3-yl)methyl)piperidine-3,4,5-triol